N-[(2,4-dichlorophenyl)methyl]-1-(4-methoxyphenyl)-5-oxopyrrolidine-3-carboxamid ClC1=C(C=CC(=C1)Cl)CNC(=O)C1CN(C(C1)=O)C1=CC=C(C=C1)OC